CC=1SC(=CN1)N1C(C2=C(C=C1)C(=CN2)C2=NC(=NC=C2C(F)(F)F)N[C@@H]2CNCCC2)=O 6-(2-methyl-1,3-thiazol-5-yl)-3-(2-{[(3S)-piperidin-3-yl]amino}-5-(trifluoromethyl)pyrimidin-4-yl)-1H,6H,7H-pyrrolo[2,3-c]pyridin-7-one